OC(CNC(=O)C1=CC=C(C=N1)N1CCN(CC1)C(=O)[O-])(C)C 4-(6-((2-Hydroxy-2-methylpropyl)carbamoyl)pyridin-3-yl)piperazine-1-carboxylate